C1=CCCC=CCC1.[Rh] rhodium (1,5-cyclooctadiene)